3-bromo-7-(4-bromobenzoyl)indole BrC1=CNC2=C(C=CC=C12)C(C1=CC=C(C=C1)Br)=O